C(CC1=CC=CC=C1)NC(=O)C=1OC=CC1 N-phenethylfuran-2-carboxamide